(S)-5-((9H-fluoren-9-yl)methoxy)-2-((((9H-fluoren-9-yl)methoxy)carbonyl)amino)-5-oxopentanoic acid C1=CC=CC=2C3=CC=CC=C3C(C12)COC(CC[C@@H](C(=O)O)NC(=O)OCC1C2=CC=CC=C2C=2C=CC=CC12)=O